FC1=C(C=CC=C1)C1=NN(C=C1)C 3-(2-Fluorophenyl)-1-methyl-1H-pyrazole